20-oxoicosa-2,4,6,8,10,12,14,16,18-nonaenoic acid O=CC=CC=CC=CC=CC=CC=CC=CC=CC=CC(=O)O